[I-].FC1=CC(=C(S1)C1=CC=C(S1)C1=C(C=C(S1)C=1SC(=CC1)CC[NH3+])C)C 2-(5'''-fluoro-3''',4'-dimethyl-[2,2':5',2'':5'',2'''-quaterthiophen]-5-yl)ethan-1-aminium iodide